Cl.CN(C)CCCC(C(=O)N)=C dimethylaminopropyl-acrylamide hydrochloride salt